(2-((3-cyclopropyl-5-ethoxybenzyl)amino)pyrimidin-5-yl)(6-oxa-1-azaspiro[3.3]hept-1-yl)methanone C1(CC1)C=1C=C(CNC2=NC=C(C=N2)C(=O)N2CCC23COC3)C=C(C1)OCC